C1(=CC=CC=C1)S(=O)(=O)/C=C/C(C)NC(=O)C=1C(NC=2CCCCC2C1)=O N-[(3E)-4-(benzenesulfonyl)but-3-en-2-yl]-2-oxo-1,2,5,6,7,8-hexahydroquinoline-3-carboxamide